tert-butyl N-[4-(methylamino)butyl]carbamate CNCCCCNC(OC(C)(C)C)=O